1-(Triethoxysilylmethyl)-1,3-diazolidin C(C)O[Si](OCC)(OCC)CN1CNCC1